9,9-bis(4-hydroxybutyl)fluorene OCCCCC1(C2=CC=CC=C2C=2C=CC=CC12)CCCCO